C1(CC1)C1=NC=NC(=C1C1=NC=C(C(=N1)OCC1=CC=C(C=C1)C=1N(C=C(N1)C(F)(F)F)C)OC(F)(F)F)OC 2-(4-cyclopropyl-6-methoxy-pyrimidin-5-yl)-4-[[4-[1-methyl-4-(trifluoromethyl)imidazol-2-yl]phenyl]methoxy]-5-(trifluoromethoxy)pyrimidine